diethyl-bisphenol a diacrylate C(C=C)(=O)O.C(C=C)(=O)O.C(C)C=1C(=C(O)C=CC1C(C)(C)C1=CC=C(C=C1)O)CC